4-((2S)-2-((2S)-2-(6-(3-mercapto-2,5-dioxopyrrolidin-1-yl)hexanamido)-3-methylbutanamido)-5-ureidopentanamido)benzyl (2-aminoethyl)carbamate NCCNC(OCC1=CC=C(C=C1)NC([C@H](CCCNC(=O)N)NC([C@H](C(C)C)NC(CCCCCN1C(C(CC1=O)S)=O)=O)=O)=O)=O